[Br-].C(CC1=CC=CC=C1)N1C(C=CC=C1)C(F)(F)F 1-phenethyl-2-trifluoromethyl-pyridine bromide